7-hydroxy-2-oxo-6-(thiophen-2-yl)-2H-benzopyran-3-carboxylic acid OC1=CC2=C(C=C(C(O2)=O)C(=O)O)C=C1C=1SC=CC1